nickel (oxy)hydroxide O(O)O.[Ni]